3-Hydroxy-1-methyl-indazole-5-carbonitrile OC1=NN(C2=CC=C(C=C12)C#N)C